FC=1C=CC=C2C=C(NC(C12)=O)CCC(=O)N1CCC(CC1)NC=1C=CC(=NC1)C#N 5-((1-(3-(8-fluoro-1-oxo-1,2-dihydroisoquinolin-3-yl)propanoyl)piperidin-4-yl)amino)picolinonitrile